(o-cresylglycidyl)ether C1(=C(C=CC=C1)C)C(C1CO1)OC(C1CO1)C1=C(C=CC=C1)C